N1=CN=C(C2=C1C=CS2)N thieno[3,2-d]pyrimidin-4-amine